C(CCCCCC)(=O)OC1=C(C=C(C=C1Br)C#N)Br HEPTANOIC ACID, 2,6-DIBROMO-4-CYANOPHENYL ESTER